4-(5-aminobenzo[d]oxazol-2-yl)thiomorpholine 1,1-dioxide NC=1C=CC2=C(N=C(O2)N2CCS(CC2)(=O)=O)C1